[1,2,4]triazolo[5,1-c][1,4]oxazine-2-carboxylate N1=C(NN2C1=COC=C2)C(=O)[O-]